O[C@@](C(=O)OCC1CCN(CC1)C1CCC1)(C1=CC=CC=C1)C1=CC(=CC=C1)OCCCNC(C1=CC=C(C=C1)CNC[C@@H](C1=C2C=CC(NC2=C(C=C1)O)=O)O)=O (1-cyclobutylpiperidin-4-yl)methyl (S)-2-hydroxy-2-(3-(3-(4-((((R)-2-hydroxy-2-(8-hydroxy-2-oxo-1,2-dihydroquinolin-5-yl)ethyl)amino)methyl)benzamido)propoxy)phenyl)-2-phenylacetate